C(C1=CC=CC=C1)[AlH]CC(C)C benzyl-isobutyl-aluminum hydride